tetraethylene glycol mono(nonylphenyl) ether C(CCCCCCCC)C1=C(C=CC=C1)OCCOCCOCCOCCO